3,6-dichloro-1-(3-((5-methyl-1-(2-methyltetrahydro-2H-pyran-4-yl)-4-nitro-1H-pyrazol-3-yl)oxy)propyl)-1H-pyrazolo[3,4-d]pyrimidine ClC1=NN(C2=NC(=NC=C21)Cl)CCCOC2=NN(C(=C2[N+](=O)[O-])C)C2CC(OCC2)C